CC1=CC=C(O1)CNC(C1=CC(=CC=C1)NC1=NC=C(C=C1)C1=CC=CC=C1)=O N-[(5-methylfuran-2-yl)methyl]-3-[(5-phenylpyridin-2-yl)amino]benzamide